N-[5-(2,6-difluoro-4-methoxyphenyl)-1-methyl-3-oxo-2-phenyl-2,3-dihydro-1H-pyrazol-4-yl]-4-(difluoromethyl)benzamide FC1=C(C(=CC(=C1)OC)F)C1=C(C(N(N1C)C1=CC=CC=C1)=O)NC(C1=CC=C(C=C1)C(F)F)=O